C(#N)/C=C/C1=CC(=C(C(=C1)C)NS(=O)(=O)C1=CC=C(C=C1)C)C (E)-N-(4-(2-cyanoethenyl)-2,6-dimethylphenyl)-4-methylbenzenesulfonamide